FC1=C(C=CC(=C1)OC1=NN(C=C1)C=1C=NC(=NC1)OC)NC1=NC=NC2=CC(=C(C=C12)OC1CC2(CN(C2)C(C=C)=O)C1)OC 1-(6-((4-((2-fluoro-4-((1-(2-methoxypyrimidin-5-yl)-1H-pyrazol-3-yl)oxy)phenyl)amino)-7-methoxyquinazolin-6-yl)oxy)-2-azaspiro[3.3]heptan-2-yl)prop-2-en-1-one